CC1=NC=C(C=N1)B(O)O 2-methylpyrimidin-5-ylboronic acid